isobutyryl-5'-O-tert-butyldimethylsilyl-2'-deoxyguanosine C(C(C)C)(=O)[C@@]1(C[C@H](O)[C@@H](CO[Si](C)(C)C(C)(C)C)O1)N1C=NC=2C(=O)NC(N)=NC12